C1(=CC=CC=C1)C1=NC(=NC(=N1)NC1=CC=NC=C1)NC1COCCC1 phenyl-N2-(pyridin-4-yl)-N4-(tetrahydro-2H-pyran-3-yl)-1,3,5-triazine-2,4-diamine